1-isopropyl-1H-pyrrolo[2,3-b]pyridin-6-amine C(C)(C)N1C=CC=2C1=NC(=CC2)N